ClC=1C=CC=2N(N1)C(=CN2)C2=CC(=NC=C2)N2C[C@H](CCC2)C(=O)N (S)-1-(4-(6-chloroimidazo[1,2-b]pyridazin-3-yl)pyridin-2-yl)piperidine-3-carboxamide